9-(4-(2-bromopyridin-4-yl)phenyl)-9H-carbazole BrC1=NC=CC(=C1)C1=CC=C(C=C1)N1C2=CC=CC=C2C=2C=CC=CC12